2-((4-(1-cyclopropyl-4-oxido-1,4-azaphosphinan-4-yl)-2-methoxyphenyl)amino)-4-(isobutylamino)-7H-pyrrolo[2,3-d]pyrimidine-5-carbonitrile C1(CC1)N1CCP(CC1)(=O)C1=CC(=C(C=C1)NC=1N=C(C2=C(N1)NC=C2C#N)NCC(C)C)OC